The molecule is a tripeptide composed of two L-threonine units and L-aspartic acid joined by peptide linkages. It has a role as a metabolite. It derives from a L-threonine and a L-aspartic acid. C[C@H]([C@@H](C(=O)N[C@@H]([C@@H](C)O)C(=O)N[C@@H](CC(=O)O)C(=O)O)N)O